C(C1=CC=CC=C1)NC(N\C(=C/C(=O)OCC)\N[C@@H](C)C1=CC=CC=C1)=O Ethyl (S,Z)-3-(3-benzylureido)-3-((1-phenylethyl)amino)acrylate